rhamnonic acid O=C([C@H](O)[C@H](O)[C@@H](O)[C@@H](O)C)O